(S)-N,N-dimethyldinaphtho[2,1-D:1',2'-F][1,3,2]dioxaphosphepin-4-amine CN(C)P1OC2=C(C3=CC=CC=C3C=C2)C4=C(O1)C=CC5=CC=CC=C54